N'-(3-fluoro-3-methyltetrahydro-2H-pyran-4-yl)-2-(2-methyl-1,3-di-oxolan-2-yl)acetohydrazide FC1(COCCC1NNC(CC1(OCCO1)C)=O)C